C(CCCCCCCCCCC\C=C/CCCCCCCC)OC(CCCCCCCCCCC\C=C/CCCCCCCC)=O erucylerucate